NC1=NC=C(C2=C1C=NN2)NC(C(N2[C@H](CC[C@@H](C2)C)C=2C=C1CCN(CC1=CC2)C)=O)=O |r| N-(4-Amino-1H-pyrazolo[4,3-c]pyridin-7-yl)-2-oxo-2-[rac-(2R,5S)-5-methyl-2-(2-methyl-3,4-dihydro-1H-isoquinolin-6-yl)-1-piperidyl]acetamide